C(C)(C)(C)OC(=O)N[C@H](C(=O)OC)CC1CC(CC1)=O Methyl (2S)-2-((tert-butoxycarbonyl)amino)-3-(3-oxocyclopentyl)propanoate